tert-butyl 8-bromo-6-(difluoromethyl)-5-fluoro-3,4-dihydroisoquinoline-2(1H)-carboxylate BrC=1C=C(C(=C2CCN(CC12)C(=O)OC(C)(C)C)F)C(F)F